FC1=C(C=CC(=C1)NC(OC1=CC=CC=C1)=O)C1=C(C=CC=C1)F phenyl (2,2'-difluoro-[1,1'-biphenyl]-4-yl)carbamate